ClC=1C(=CC(=NC1)NC1CC1)C=1C=C2N(C[C@@H](N(C2=O)CC2=C(C=CC(=C2)F)CO)COC)C1 (R)-7-(5-chloro-2-(cyclopropylamino)pyridin-4-yl)-2-(5-fluoro-2-(hydroxymethyl)benzyl)-3-(methoxymethyl)-3,4-dihydropyrrolo[1,2-a]pyrazin-1(2H)-one